2-(4,7-dichloro-6-(4-(piperazin-1-yl)phenyl)-2H-indazol-2-yl)-2-((R)-6-fluoro-6,7-dihydro-5H-pyrrolo[1,2-c]imidazol-1-yl)-N-(thiazol-2-yl)acetamide 2,2,2-trifluoroacetate FC(C(=O)O)(F)F.ClC=1C2=CN(N=C2C(=C(C1)C1=CC=C(C=C1)N1CCNCC1)Cl)C(C(=O)NC=1SC=CN1)C1=C2N(C=N1)C[C@@H](C2)F